C(CCCCCC)(=O)C(OP(OC[C@@H](CO)O)(=O)[O-])(C[N+](C)(C)C)C(CCCCCC)=O diheptanoyl-sn-glycero-3-phosphocholine